N-(3-hydroxycyclobutyl)-2-methoxy-benzenesulfonamide OC1CC(C1)NS(=O)(=O)C1=C(C=CC=C1)OC